tert-butyl {(5R)-6-{(3S)-3-[(tert-butoxycarbonyl)amino]pyrrolidin-1-yl}-6-oxo-5-[(piperidine-4-carbonyl)amino]hexyl}carbamate C(C)(C)(C)OC(=O)N[C@@H]1CN(CC1)C([C@@H](CCCCNC(OC(C)(C)C)=O)NC(=O)C1CCNCC1)=O